1-(1-(dimethylamino)propane-2-yl)-1H-pyrazol-4-amine CN(CC(C)N1N=CC(=C1)N)C